7-bromo-5-fluoro-N-(quinolin-6-yl)quinazolin-4-amine BrC1=CC(=C2C(=NC=NC2=C1)NC=1C=C2C=CC=NC2=CC1)F